ClC1=CC=CCN1O 6-chloro-N-hydroxypyridine